tert-butyl (S)-(1-(2-(4-(4-(1H-imidazol-2-yl)phenyl)piperazin-1-yl)-6-(3-oxoisoindolin-5-yl)thiazolo[4,5-b]pyridin-5-yl)-2-(3,5-difluorophenyl)ethyl)carbamate N1C(=NC=C1)C1=CC=C(C=C1)N1CCN(CC1)C=1SC=2C(=NC(=C(C2)C=2C=C3C(NCC3=CC2)=O)[C@H](CC2=CC(=CC(=C2)F)F)NC(OC(C)(C)C)=O)N1